O=C1N(CC2=CC(=CC=C12)C1=CC=C2C(=N1)NC(C2)=O)C2C(NC(CC2)=O)=O 3-(1-oxo-5-(2-oxo-2,3-dihydro-1H-pyrrolo[2,3-b]pyridin-6-yl)isoindolin-2-yl)piperidine-2,6-dione